2-[[2,5-difluoro-4-[6-[[5-(1-methylpyrazol-4-yl)thiazol-2-yl]methoxy]-2-pyridyl]phenyl]methyl]-3-[[(2S)-oxetan-2-yl]methyl]benzimidazole-5-carboxylic acid FC1=C(C=C(C(=C1)C1=NC(=CC=C1)OCC=1SC(=CN1)C=1C=NN(C1)C)F)CC=1N(C2=C(N1)C=CC(=C2)C(=O)O)C[C@H]2OCC2